[Cl-].C(CCCCCCCCC)[NH+]1C(CCC1)CCC 1-Decyl-2-propylpyrrolidinium chlorid